ClC=1C=C(C=C(C1)Cl)C=1OC2=C(N1)C=CC(=C2)C(=O)NC(CO)C 2-(3,5-dichlorophenyl)-N-(1-hydroxypropan-2-yl)benzo[d]oxazole-6-carboxamide